N[C@H](C(=O)NC1=CC=C(C=C1)C=1N(N=CC1C)C)C(C1CC1)C1CC1 (2S)-2-amino-3,3-dicyclopropyl-N-[4-(2,4-dimethylpyrazol-3-yl)phenyl]-propanamide